4-(3,4-dihydroisoquinolin-2(1H)-yl)-3-oxopiperidine-1-carboxylic acid tert-butyl ester C(C)(C)(C)OC(=O)N1CC(C(CC1)N1CC2=CC=CC=C2CC1)=O